N[C@@H](CC(=O)N)C(=O)N |r| dl-aspartamide